BrC=1C=NN2C1N=C(C=C2C(NCC2=CC=C(C=C2)OC)C2C(CC2)(O)C)Cl ((3-bromo-5-chloropyrazolo[1,5-a]pyrimidin-7-yl)(4-methoxybenzyl)aminomethyl)-1-methylcyclobutanol